BrCC1=C([C@@H](N=C(N1)C=1SC=CN1)C1=C(C(=CC=C1)F)Cl)C(=O)OCC ethyl (R)-6-(bromomethyl)-4-(2-chloro-3-fluorophenyl)-2-(thiazol-2-yl)-1,4-dihydropyrimidine-5-carboxylate